C[C@H]1N([C@H](CNC1)C)C(=O)OC1CC2(CN(C2)CC2=CC=CC=C2)C1 2-Benzyl-2-azaspiro[3.3]heptan-6-yl (2R,6S)-2,6-dimethylpiperazine-1-carboxylate